ClC=1C=C(OC2(CCC3([C@H](CC4=CC=CC=C34)C[C@H](CO)C)CC2)C(=O)OC)C=CC1 methyl (1r,2'S,4S)-4-(3-chlorophenoxy)-2'-[(2R)-3-hydroxy-2-methylpropyl]-2',3'-dihydrospiro[cyclohexane-1,1'-indene]-4-carboxylate